(S)-2-(amino(cyclopropyl)methyl)-5-chloro-3-phenylquinazolin NC([C@@H]1N=C2C=CC=C(C2=CN1C1=CC=CC=C1)Cl)C1CC1